4-((4-((2-methoxy-3-(1-methyl-1H-1,2,4-triazol-3-yl)phenyl)amino)-5-propionylpyridin-2-yl)amino)-1-(oxetan-3-ylmethyl)pyrimidin-2(1H)-one COC1=C(C=CC=C1C1=NN(C=N1)C)NC1=CC(=NC=C1C(CC)=O)NC1=NC(N(C=C1)CC1COC1)=O